FC(C(=O)O)(F)F.C(C)N(C(C)=O)C1=CC=C(C=C1)NC(C1=CC(=CC=C1)C#CC1=NC=CC=C1)=O N-(4-(N-ethylacetamido)phenyl)-3-(pyridin-2-ylethynyl)benzamide, trifluoroacetate salt